(R)-((2-(6-methoxy-1H-pyrrolo[2,3-b]pyridin-4-yl)-6-(3-methylmorpholino)pyrimidin-4-yl)imino)dimethyl-λ6-sulfanone COC1=CC(=C2C(=N1)NC=C2)C2=NC(=CC(=N2)N=S(=O)(C)C)N2[C@@H](COCC2)C